2-(5-(hexyloxy)pent-1-en-1-yl)naphthalene C(CCCCC)OCCCC=CC1=CC2=CC=CC=C2C=C1